6-(5-(thiazol-2-yl)isoxazole-3-carboxamido)hexyl-5-((3aS,4S,6aR)-2-oxohexahydro-1H-thieno[3,4-d]imidazol-4-yl)pentanoate S1C(=NC=C1)C1=CC(=NO1)C(=O)NCCCCCCOC(CCCC[C@@H]1SC[C@@H]2NC(N[C@@H]21)=O)=O